(E)-3-(2-fluoro-3,4-dimethoxyphenyl)-1-(3-hydroxyphenyl)prop-2-en-1-one FC1=C(C=CC(=C1OC)OC)/C=C/C(=O)C1=CC(=CC=C1)O